C(C)(C)(C)OC(C(C(C1=NC(=C(C=C1)C)CO)C1=C(C=2N(C=C1)C(=NN2)C(F)F)C)(C)C)=O.N2=C(C=CC=C2)OCCCCCCNC(CC)=O N-[6-(pyridin-2-yloxy)hexyl]propanamide tert-butyl-3-(3-(difluoromethyl)-8-methyl-[1,2,4]triazolo[4,3-a]pyridin-7-yl)-3-(6-(hydroxymethyl)-5-methylpyridin-2-yl)-2,2-dimethylpropanoate